FS(=O)(=O)/C=C/C=1C=C2C=CC(=CC2=CC1)C(=O)OC Methyl (trans)-6-(2-fluorosulfonyl vinyl)-2-naphthoate